COC(=O)C1(OC(CCC1)OC1=C(C=C(C=C1)CO)N)OC(C)=O (acetoxy)-6-[2-amino-4-(hydroxymethyl)phenoxy]oxane-2-carboxylic acid methyl ester